neooctanoic acid C(CCCC(C)(C)C)(=O)O